N,N-dimethyl-4-oxo-4-(p-methylphenyl)butanamide CN(C(CCC(C1=CC=C(C=C1)C)=O)=O)C